FC=1C(=CC=C2C=CNC12)C1=CC=CC(=N1)C(=O)O 6-(7-fluoro-1H-indol-6-yl)pyridine-2-carboxylic acid